FC=1C=C(C=2N(C1)C(=CN2)C2=NN(C1=C2C=NC(=C1)C(=O)N1C2COC(C1)C2)CS(=O)(=O)C)F [3-(6,8-Difluoro-imidazo[1,2-a]pyridin-3-yl)-1-methansulfonylmethyl-1H-pyrazolo[4,3-c]pyridin-6-yl]-(2-oxa-5-aza-bicyclo[2.2.1]hept-5-yl)-methanon